butyl 4-[3-methyl-4-(4,4,5,5-tetramethyl-1,3,2-dioxaborolan-2-yl)phenyl]piperazine-1-carboxylate CC=1C=C(C=CC1B1OC(C(O1)(C)C)(C)C)N1CCN(CC1)C(=O)OCCCC